BrCCCCCC(=O)OC methyl 6-bromohexanoate